NC1=C2C(=NC=N1)N(N=C2C2=CC=C(C=C2)OC2=CC=CC=C2)C2CN(CCC2)C(C=C(C#N)C=2SC=CC2)=O 4-(3-(4-amino-3-(4-phenoxyphenyl)-1H-pyrazolo[3,4-d]pyrimidin-1-yl)piperidin-1-yl)-4-oxo-2-(thien-2-yl)but-2-enenitrile